2,4,7-trimethyl-4-(2-(methylthio)phenyl)oct-6-enal CC(C=O)CC(CC=C(C)C)(C1=C(C=CC=C1)SC)C